3-acetyl-6-methyl-pyran-2,4(3H)-dione C(C)(=O)C1C(OC(=CC1=O)C)=O